C(C)(C)(C)OC(=O)N1C[C@H]([C@H](CC1)C=1SC(=C(C1)C(N)=O)N)F |r| (3SR,4SR)-4-(5-amino-4-carbamoyl-2-thienyl)-3-fluoro-piperidine-1-carboxylic acid tert-butyl ester